O=C1CC[C@@H](CN1)NC(OC(C)(C)C)=O (S)-tert-Butyl (6-oxopiperidin-3-yl)carbamate